1-methyl-N-(2-methyl-1-(3-(trifluoromethyl)phenyl)propan-2-yl)-1H-pyrrolo[2,3-b]pyridine-5-carboxamide CN1C=CC=2C1=NC=C(C2)C(=O)NC(CC2=CC(=CC=C2)C(F)(F)F)(C)C